ClC1=NC=NC=C1OC1=C(C(=O)N(C2=CC=CC=C2)C(C)C)C=C(C=C1)F ((4-Chloropyrimidin-5-yl)oxy)-5-fluoro-N-isopropyl-N-phenylbenzamide